OC1=C(N(C=CC1=O)C[C@H](C1=CC=C(C=C1)OC)O)C (S)-3-hydroxy-1-(2-hydroxy-2-(4-methoxyphenyl)ethyl)-2-methylpyridin-4(1H)-one